C(C=C)(=O)N[C@@H]1[C@@H](CCC1)NC(=O)C=1SC=2N=CC=C3N(C(NC1C23)=O)C2=NC=C(C=C2)OC2=NC=CC=C2 N-((1R,2S)-2-Acrylamidocyclopentyl)-4-oxo-5-(5-(pyridin-2-yloxy)pyridin-2-yl)-4,5-dihydro-3H-1-thia-3,5,8-triazaacenaphthylene-2-carboxamide